C1(=CC=CC=C1)C1=NOC(C1)(CC(F)(F)F)C1=CC=CC=C1 3,5-diphenyl-5-(2,2,2-trifluoroethyl)-4,5-dihydroisoxazole